tert-butyl (2-((4-chloro-3-nitrophenyl)sulfonamido)ethyl)(methyl)carbamate ClC1=C(C=C(C=C1)S(=O)(=O)NCCN(C(OC(C)(C)C)=O)C)[N+](=O)[O-]